5,9,9-trimethyl-5,6,7,8-tetrahydro-5,8-methanoquinoline-2,3-dicarbonitrile CC12C=3C=C(C(=NC3C(CC1)C2(C)C)C#N)C#N